ClC1=C2C(N(C=NC2=CC=C1NC=1C(=C(C=C(C1F)F)NS(=O)(=O)N1C[C@@H](CC1)OC)F)C)=O (R)-N-(3-((5-chloro-3-methyl-4-oxo-3,4-dihydroquinazolin-6-yl)amino)-2,4,5-trifluorophenyl)-3-methoxypyrrolidine-1-sulfonamide